C(#N)C=1C=C(C=C2C(CC[C@@H](C12)C1=C2C[C@H]([C@H](C2=C(C=C1)S(=O)(=O)C)CC(=O)[O-])F)=O)F [(1S,2R)-4-[(1R)-8-cyano-6-fluoro-4-oxo-2,3-dihydro-1H-naphthalen-1-yl]-2-fluoro-7-methylsulfonyl-2,3-dihydro-1H-inden-1-yl]acetate